1-((tert-butyldiphenylsilyl)oxy)icos-19-en-9-one tert-butyl-4-(2-methoxypyrimidin-5-yl)piperidine-1-carboxylate C(C)(C)(C)OC(=O)N1CCC(CC1)C=1C=NC(=NC1)OC.[Si](C1=CC=CC=C1)(C1=CC=CC=C1)(C(C)(C)C)OCCCCCCCCC(CCCCCCCCCC=C)=O